methanesulfonic acid (1s,4r)-4-propylcyclohexyl ester C(CC)C1CCC(CC1)OS(=O)(=O)C